The molecule is a dicarboxylic acid monoester that is ethyl 4-phenylbutanoate in which a hydrogen alpha to the carboxy group is substituted by the amino group of L-alanyl-L-proline (S-configuration). It has a role as a prodrug, an EC 3.4.15.1 (peptidyl-dipeptidase A) inhibitor and an antihypertensive agent. It is a dicarboxylic acid monoester and a dipeptide. It derives from an enalaprilat (anhydrous). CCOC(=O)[C@H](CCC1=CC=CC=C1)N[C@@H](C)C(=O)N2CCC[C@H]2C(=O)O